N1C(=NC=C1)C1=CC=C(C(=N1)C)N1CCC(CC1)CC1=CC(=NO1)NC(=O)NCC 1-(5-((1-(6-(1H-imidazol-2-yl)-2-methylpyridin-3-yl)piperidin-4-yl)methyl)isoxazol-3-yl)-3-ethylurea